4-Cyanatobenzoic acid phenyl ester C1(=CC=CC=C1)OC(C1=CC=C(C=C1)OC#N)=O